(3-(3-chloropyridin-2-yl)oxetan-3-yl)(2-((4-methyl-1-(2,2,2-trifluoroethyl)-1H-pyrazol-3-yl)sulfonyl)-2,6-dihydropyrrolo[3,4-c]pyrazol-5(4H)-yl)methanone ClC=1C(=NC=CC1)C1(COC1)C(=O)N1CC2=NN(C=C2C1)S(=O)(=O)C1=NN(C=C1C)CC(F)(F)F